NC=1C(=NC=C(N1)N1CCC2([C@@H](COC2)N)CC1)SC1=CC=CC=2NC(NC21)=O (S)-4-((3-amino-5-(4-amino-2-oxa-8-azaspiro[4.5]decan-8-yl)pyrazin-2-yl)thio)-1H-benzo[d]imidazol-2(3H)-one